FC(C1=CC=C(C=N1)C(CC(C(=O)OC)C(=O)OC)=O)F Dimethyl {2-[6-(difluoromethyl)pyridin-3-yl]-2-oxoethyl}malonate